C(#N)C1=CC=C(C=C1)NC(C[C@@H]1CC[C@@H](CC1)C1=CC(=CC=C1)CN1C(CCC1)=O)=O cis-N-(4-Cyanophenyl)-2-(4-(3-((2-oxopyrrolidin-1-yl)methyl)phenyl)cyclohexyl)acetamide